OCCOCCS(=O)(=O)[O-].[Na+] Natrium 2-(2-Hydroxyethoxy)ethansulfonat